ClC=1C=CC2=C(NC(=N2)C(=O)N2CCC(CC2)C=2C=C3CN(C(C3=CC2)=O)C2C(NC(CC2)=O)=O)C1 3-(5-(1-(6-chloro-1H-benzo[d]imidazole-2-carbonyl)piperidin-4-yl)-1-oxoisoindolin-2-yl)piperidine-2,6-dione